2-(2-amino-[1,2,4]triazolo[1,5-a]pyridin-7-yl)-N-(2-fluoro-5-(trifluoromethoxy)benzyl)-5-methoxyisonicotinamide NC1=NN2C(C=C(C=C2)C=2C=C(C(=O)NCC3=C(C=CC(=C3)OC(F)(F)F)F)C(=CN2)OC)=N1